N-Boc-hydrazine C(=O)(OC(C)(C)C)NN